C(C)CC(CC(=O)OOCCCC)=O.C(C)CC(CC(=O)OOCCCC)=O di-n-butoxy bis(ethylacetoacetate)